FC(=CCC/C(=C/CC/C(=C/CC[C@@](CCC=1C(C(=C(C(C1C)=O)C)C)=O)(C)O)/C)/C)F 2-((R,6E,10E)-15,15-difluoro-3-hydroxy-3,7,11-trimethylpentadecane-6,10,14-trien-1-yl)-3,5,6-trimethylcyclohexa-2,5-diene-1,4-dione